L-alanyl-L-alanyl-N1-{(1S)-3-[{(1R)-1-[1-benzyl-4-(2,5-difluorophenyl)-1H-pyrrol-2-yl]-2,2-dimethylpropyl}(glycoloyl)amino]-1-carboxypropyl}-L-aspartamide N[C@@H](C)C(=O)N[C@@H](C)C(=O)N[C@@H](CC(=O)N)C(=O)N[C@@H](CCN(C(CO)=O)[C@H](C(C)(C)C)C=1N(C=C(C1)C1=C(C=CC(=C1)F)F)CC1=CC=CC=C1)C(=O)O